2-[[3,5-dimethylmorpholine-4-carbonyl]amino]-4-[2-(2-methylpyrimidin-5-yl)oxyethyl-[4-(5,6,7,8-tetrahydro-1,8-naphthyridin-2-yl)butyl]amino]butanoic acid CC1N(C(COC1)C)C(=O)NC(C(=O)O)CCN(CCCCC1=NC=2NCCCC2C=C1)CCOC=1C=NC(=NC1)C